N-(2-cyanoethyl)-4-(2-(2,5-dimethyl-1,2,3,4-tetrahydroisoquinolin-7-yl)-5H-pyrrolo[2,3-b]pyrazin-7-yl)-N-methylbenzamide C(#N)CCN(C(C1=CC=C(C=C1)C1=CNC2=NC=C(N=C21)C2=CC(=C1CCN(CC1=C2)C)C)=O)C